C(CCCCC(=O)O)(=O)O.C(CC)(O)O Propanediol adipate